7-methoxy-1-(3,4,5-trimethoxyphenyl)-4,5-dihydro-3H-benzo[e]indazole COC1=CC2=C(C=3C(=NNC3CC2)C2=CC(=C(C(=C2)OC)OC)OC)C=C1